C(C)(=O)OI1OC(C2=C1C=CC=C2)=O 3-oxo-1λ3-benzo[d][1,2]iodaoxol-1(3H)-yl acetate